5-[1-(2-fluoro-6-methyl-phenyl)-azetidin-3-yl]-2-methyl-7-(2-trifluoromethyl-benzyl)-2,4,5,7-tetrahydro-pyrazolo[3,4-d]pyrimidin-6-one FC1=C(C(=CC=C1)C)N1CC(C1)N1C(N(C=2C(C1)=CN(N2)C)CC2=C(C=CC=C2)C(F)(F)F)=O